3-(8-(3-Methoxyphenyl)-7-methyl-2,6-dioxo-1-(prop-2-yn-1-yl)-1,2,6,7-tetrahydro-3H-purin-3-yl)propyl dihydrogen phosphate P(=O)(OCCCN1C(N(C(C=2N(C(=NC12)C1=CC(=CC=C1)OC)C)=O)CC#C)=O)(O)O